C1(CCCC1)C1=C(C=C(C=C1O)\C=C\C1=CSC=C1)O (E)-2-cyclopentyl-5-(2-(thiophene-3-yl)vinyl)benzene-1,3-diol